C(C)(C)(C)OC(=O)N1C[C@H]([C@@H](CC1)C1=CC=C(C=C1)B1OC(C(O1)(C)C)(C)C)F.FC(C=1SC=CN1)(F)F 2-(trifluoromethyl)thiazole tert-butyl-(3S,4S)-3-fluoro-4-[4-(4,4,5,5-tetramethyl-1,3,2-dioxaborolan-2-yl)phenyl]piperidine-1-carboxylate